3-(trifluoromethyl)pyridine-2-carboxylic acid methyl-5-bromo-3-(trifluoromethyl)pyridine-2-carboxylate COC(=O)C1=NC=C(C=C1C(F)(F)F)Br.FC(C=1C(=NC=CC1)C(=O)O)(F)F